N1C=NC2=C1C=CC(=C2)\C=C/2\C(N(C(=N2)NC[C@@H](C2=CC=CC=C2)O)C)=O (5Z)-5-(1H-Benzimidazol-5-ylmethylene)-2-[[(2R)-2-hydroxy-2-phenyl-ethyl]amino]-3-methyl-imidazol-4-one